C(C1=CC=CC=C1)OC(=O)NC1CN(CC1CO)C(=O)O.CC=1OC(=CN1)C(=O)N 2-methyl-oxazole-5-carboxamide 3-(((benzyloxy)carbonyl)amino)-4-(hydroxymethyl)pyrrolidine-1-carboxylate